COC1=CC=C(CN(S(=O)(=O)[C@](C(=O)OC)(CC=C)C)CC2=CC=C(C=C2)OC)C=C1 (S)-METHYL 2-(N,N-BIS(4-METHOXYBENZYL)SULFAMOYL)-2-METHYLPENT-4-ENOATE